5-bromo-2-chloro-N-(2-(isopropyl)phenyl)pyrimidin-4-amine BrC=1C(=NC(=NC1)Cl)NC1=C(C=CC=C1)C(C)C